C1(CCC1)OC=1C=C2C(=NNC(C2=CC1)=O)CC1=CC(=C(C=C1)F)C(=O)N1CC=2N(CC1)C(=NN2)CO 6-Cyclobutoxy-4-(4-fluoro-3-(3-(hydroxymethyl)-5,6,7,8-tetrahydro-[1,2,4]triazolo[4,3-a]pyrazine-7-carbonyl)benzyl)phthalazin-1(2H)-one